chloro-5-(trifluoromethyl)-[1,1'-biphenyl] ClC1=C(C=C(C=C1)C(F)(F)F)C1=CC=CC=C1